thia-10,14,15,20-tetrazatetracyclo[17.3.1.112,15.02,7]tetracosa-1(23),2(7),3,5,12(24),13,19,21-octaene-4-carbonitrile S1=2C=3C=C(C=CC3CCNCC=3C=NN(CCCC(=NC=C1)C2)C3)C#N